[Si](C)(C)(C(C)(C)C)OCCOC=1C(=CC2=CN(N=C2C1)C1CCC(CC1)C=O)NC(=O)C1=NC(=CC=C1)C(F)(F)F N-[6-[2-[tert-butyl(dimethyl)silyl]oxyethoxy]-2-(4-formylcyclohexyl)indazol-5-yl]-6-(trifluoromethyl)pyridine-2-carboxamide